Benzo[d]thiazol-2-ylmethyl (S)-3-cyclopropyl-2-(2-((S)-1-(2,3-difluorobenzyl)-5-oxopyrrolidin-2-yl)acetamido)propanoate C1(CC1)C[C@@H](C(=O)OCC=1SC2=C(N1)C=CC=C2)NC(C[C@H]2N(C(CC2)=O)CC2=C(C(=CC=C2)F)F)=O